di-isobutylphenoxyethyl-dimethylbenzylammonium chloride [Cl-].C(C(C)C)C(C1=CC=CC=C1)([N+](C)(C)CCOC1=CC=CC=C1)CC(C)C